2-(2,6-dioxopiperidin-3-yl)-5-(((3-methyl-2-oxa-8-azaspiro[4.5]decan-4-yl)amino)methyl)isoindoline-1,3-dione O=C1NC(CCC1N1C(C2=CC=C(C=C2C1=O)CNC1C(OCC12CCNCC2)C)=O)=O